[NH+]1(CCSCC1)[O-] thiomorpholine monooxide